ClC1=C(C=CC=C1)CN(C(C(N)=O)=O)CC1=NC=C(C=C1)F N'-[(2-chlorophenyl)methyl]-N'-[(5-fluoro-2-pyridyl)methyl]oxamide